3-((2-amino-3-((tetrahydro-2H-pyran-4-yl)methoxy)pyridin-4-yl)methoxy)-5-bromopyrazin-2-amine NC1=NC=CC(=C1OCC1CCOCC1)COC=1C(=NC=C(N1)Br)N